5-(2,6-dichloro-4-(6-(difluoromethyl)-3,5-dioxo-4,5-dihydro-1,2,4-triazin-2(3H)-yl)phenoxy)-2-hydroxy-N-((1s,3s)-3-hydroxycyclobutyl)benzenesulfonamide ClC1=C(OC=2C=CC(=C(C2)S(=O)(=O)NC2CC(C2)O)O)C(=CC(=C1)N1N=C(C(NC1=O)=O)C(F)F)Cl